1-((3aR,5r,6aS)-5-(6-chloro-1H-indazol-4-yl)-5-hydroxyhexahydrocyclopenta[c]pyrrol-2(1H)-yl)-2-(4-chlorophenyl)ethanone ClC1=CC(=C2C=NNC2=C1)C1(C[C@@H]2[C@@H](CN(C2)C(CC2=CC=C(C=C2)Cl)=O)C1)O